The molecule is a piperidinecarboxylate ester that is the ethyl ester of difenoxin. It has a role as an antidiarrhoeal drug. It is a nitrile, a piperidinecarboxylate ester, a tertiary amine and an ethyl ester. It derives from a difenoxin. CCOC(=O)C1(CCN(CC1)CCC(C#N)(C2=CC=CC=C2)C3=CC=CC=C3)C4=CC=CC=C4